tert-butyl (S)-4-(7-(N-(1-cyanocyclopropyl)sulfamoyl)-9H-pyrimido[4,5-b]indol-4-yl)-2-methyl-3,6-dihydropyridine-1(2H)-carboxylate C(#N)C1(CC1)NS(=O)(=O)C1=CC=C2C3=C(NC2=C1)N=CN=C3C=3C[C@@H](N(CC3)C(=O)OC(C)(C)C)C